propylene-tetrafluoroethylene-vinylidenefluoride C(C(C)C(C(C=C(F)F)(F)F)(F)F)F